3-(3-chloro-4-fluorophenyl)-1-((4,5-dimethyl-4H-1,2,4-triazol-3-yl)methyl)-1-(4-methoxyphenyl)urea ClC=1C=C(C=CC1F)NC(N(C1=CC=C(C=C1)OC)CC1=NN=C(N1C)C)=O